2-(5-amino-2H-benzotriazol-2-yl)-4-(1,1-dimethylethyl)phenol NC1=CC=2C(=NN(N2)C2=C(C=CC(=C2)C(C)(C)C)O)C=C1